COC=1C=C(C=C(C1OC)OC)CC(CC)N 1-(3,4,5-trimethoxyphenyl)butan-2-amine